C(C1=CC=CC=C1)N(CC(CC(C)(C)C)O)CCO 1-(benzyl(2-hydroxyethyl)amino)-4,4-dimethylpentan-2-ol